C(#N)C=1C=C(C=C(C1)B1OC(C(O1)(C)C)(C)C)N1CCN(CC1)C(=O)OC(C)(C)C tert-butyl 4-(3-cyano-5-(4,4,5,5-tetramethyl-1,3,2-dioxaborolan-2-yl)phenyl)piperazine-1-carboxylate